OC1=C(C=C(C=C1C(C)(C)CC)C(C)(C)CC)N1N=C2C(=N1)C=CC=C2 2-(2'-hydroxy-3',5'-di-tert-pentylphenyl)benzotriazol